1,5-dihydro-4H-pyrazolo[4,3-c]pyridine-4-one N1N=CC=2C(NC=CC21)=O